C1(CCCCC1)C1=CC=C(C=C1)NC1=CC=CC=C1 N-(4-cyclohexylphenyl)aniline